1-(9Z-tetradecenoyl)-2-dodecanoyl-glycero-3-phospho-(1'-sn-glycerol) CCCCCCCCCCCC(=O)O[C@H](COC(=O)CCCCCCC/C=C\CCCC)COP(=O)(O)OC[C@H](CO)O